tert-butyl (S)-(5-methyl-7-(2-(((4-nitrophenoxy)carbonyl)oxy)ethoxy)-4-oxo-2,3,4,5-tetrahydrobenzo[b][1,4]oxazepin-3-yl)carbamate CN1C2=C(OC[C@@H](C1=O)NC(OC(C)(C)C)=O)C=CC(=C2)OCCOC(=O)OC2=CC=C(C=C2)[N+](=O)[O-]